tert-butyl (3R)-4-[3-[2-(difluoromethyl)-4-pyridinyl]-2-(4-fluorophenyl) imidazo[4,5-b]pyridin-5-yl]-3-methyl-piperazine-1-carboxylate FC(C1=NC=CC(=C1)N1C(=NC=2C1=NC(=CC2)N2[C@@H](CN(CC2)C(=O)OC(C)(C)C)C)C2=CC=C(C=C2)F)F